OC1=C2C(C=C(OC2=C(C(=C1OC)OC)OC)C1=C(C=CC=C1OC)O)=O 5,2'-dihydroxy-6,7,8,6'-tetramethoxyflavone